ethyl-2-methoxypropionate (ethyl 2-methoxypropionate) C(C)C(C(=O)O)(C)OC.C(C)OC(C(C)OC)=O